FC(C=1N=CC=2N(C1)C(=CN2)C2=NC=CC(=N2)N2[C@H](COCC2)C)F (S)-4-(2-(6-(difluoromethyl)imidazo[1,2-a]pyrazin-3-yl)pyrimidin-4-yl)-3-methylmorpholine